7,8-dichloro-6-(3-fluoro-2-pyridinyl)-4H-[1,2,4]triazolo[1,5-a][1,4]benzodiazepine-2-Formic acid ethyl ester C(C)OC(=O)C1=NN2C(CN=C(C3=C2C=CC(=C3Cl)Cl)C3=NC=CC=C3F)=N1